2-(3-{3-methyl-3-[(propan-2-yl)amino]pyrrolidin-1-yl}-1,2,4-triazin-6-yl)-5-(1-methyl-1H-pyrazol-4-yl)phenol CC1(CN(CC1)C=1N=NC(=CN1)C1=C(C=C(C=C1)C=1C=NN(C1)C)O)NC(C)C